C(C)(=O)C(C(C(C(=O)O)(C(C)=O)C(C)=O)(O)C(=O)O)C(=O)O.CC(OCC(OC(C)=O)COC(C)=O)=O triacetin (triacetyl citrate)